3-[2-(Benzo[b]thiophen-3-yl)-9-isopropyl-6-oxo-6,9-dihydro-1H-purin-1-yl]propanamide S1C2=C(C(=C1)C=1N(C(C=3N=CN(C3N1)C(C)C)=O)CCC(=O)N)C=CC=C2